(S)-tert-butyl (6-chloro-4-cyano-2,3-dihydro-1H-inden-2-yl)carbamate ClC1=CC(=C2C[C@H](CC2=C1)NC(OC(C)(C)C)=O)C#N